[N+](=O)([O-])C1=NC=CC=C1C1=CC=2C3(C4=CC=CC=C4SC2C=C1)C1=CC=CC=C1C=1C=CC=CC13 2-nitro-3-(spiro[fluorene-9,9'-thioxanthene]-2'-yl)pyridine